C(C)OC(=O)C=1N=C(SC1)N1CC(NCC1)(C)C 2-(3,3-dimethylpiperazin-1-yl)thiazole-4-carboxylic acid ethyl ester